racemic-trans-3-vinylcyclohexanol C(=C)[C@@H]1C[C@H](CCC1)O |r|